(7-(6-fluoropyridin-3-yl)pyrazolo[1,5-a]pyridin-3-yl)methanol methyl-3-((3-amino-5-(4-(((tert-butoxycarbonyl)amino)methyl)-4-methylpiperidin-1-yl)pyrazin-2-yl)thio)-2-chlorobenzoate CC1=C(C(=C(C(=O)OCC=2C=NN3C2C=CC=C3C=3C=NC(=CC3)F)C=C1)Cl)SC1=NC=C(N=C1N)N1CCC(CC1)(C)CNC(=O)OC(C)(C)C